OC1=C(C=C(C=C1)/C=C/C=N[C@@H](CCCN\C(\N)=N\[H])C(=O)O)OC (E)-N2-[(2E)-3-(4-hydroxy-3-methoxyphenyl)prop-2-en-1-ylidene]-L-arginine